1-methyl-3-((methylsulfonyl)methyl)-N-(3-(3-(1-piperidinylmethyl)phenoxy)propyl)-1H-1,2,4-triazol-5-amine CN1N=C(N=C1NCCCOC1=CC(=CC=C1)CN1CCCCC1)CS(=O)(=O)C